C(C)(C)(C)OC(NC(C)(C)C1CN(C1)C1=NC(=NC2=C(C(=CC=C12)Br)F)Cl)=O (2-(1-(7-bromo-2-chloro-8-fluoroquinazolin-4-yl)azetidin-3-yl)prop-2-yl)carbamic acid Tert-butyl ester